CS(=O)(=O)C=1N=CC2=C(N1)N(C(C(=C2C#C[Si](C(C)C)(C(C)C)C(C)C)C)=O)C2CCC(CC2)NC(C)=O N-[(1r,4r)-4-{2-Methanesulfonyl-6-methyl-7-oxo-5-[2-(triisopropylsilyl)ethynyl]pyrido[2,3-d]pyrimidin-8-yl}cyclohexyl]acetamide